BrC1=CC=C(C=C1)C1=NC=C(C=N1)C 2-(4-bromophenyl)-5-methylpyrimidine